imidazo(2,1-b)(1,3)thiazole S1C=2N(C=C1)C=CN2